mesityl-10-methylacridinium perchlorate Cl(=O)(=O)(=O)[O-].C1(=C(C(=CC(=C1)C)C)C1=CC=CC2=[N+](C3=CC=CC=C3C=C12)C)C